N1C=CC2=CNC=C21 1H-pyrrolo[3,2-c]-pyrrole